CC1(OCC(CO1)CC=O)C 2,2-dimethyl-1,3-dioxane-5-acetaldehyde